N-Benzyl-2-(4-hydroxy-3-methoxyphenyl)-N-methylethanamin C(C1=CC=CC=C1)N(CCC1=CC(=C(C=C1)O)OC)C